O1COC2=C1C=CC(=C2)C2=C(C=C(C=C2)NC(=O)NC2CCC(CC2)C)C=2N=NN(N2)C(C2=CC=CC=C2)(C2=CC=CC=C2)C2=CC=CC=C2 1-(4-(benzo[d][1,3]dioxolan-5-yl)-3-(2-trityl-2H-tetrazol-5-yl)phenyl)-3-(4-methylcyclohexyl)urea